C1(=CC(=CC(=C1)CCN)CCN)CCN benzene-1,3,5-triethylamine